3-(8-Amino-6-methylimidazo[1,2-a]pyrazin-3-yl)-N-(3-cyanobicyclo[1.1.1]pentan-1-yl)-4-methylbenzenesulfonamide trifluoroacetate salt FC(C(=O)O)(F)F.NC=1C=2N(C=C(N1)C)C(=CN2)C=2C=C(C=CC2C)S(=O)(=O)NC21CC(C2)(C1)C#N